2-chloro-3,4-bis((4-methoxybenzyl)oxy)benzohydrazide ClC1=C(C(=O)NN)C=CC(=C1OCC1=CC=C(C=C1)OC)OCC1=CC=C(C=C1)OC